COC(=O)C(CCCCCC)C Octane-7-carboxylic acid Methyl ester